N2-isopropyl-N4-(3-(methylsulfonyl)phenyl)-6-(6-(prop-1-ynyl)pyridin-2-yl)-1,3,5-triazine-2,4-diamine C(C)(C)NC1=NC(=NC(=N1)NC1=CC(=CC=C1)S(=O)(=O)C)C1=NC(=CC=C1)C#CC